2-(tert-butyl)-N-(2-methyl-4-(3-(3-(methylamino)piperidin-1-yl)pyridin-4-yl)benzyl)oxazole-4-carboxamide hydrochloride Cl.C(C)(C)(C)C=1OC=C(N1)C(=O)NCC1=C(C=C(C=C1)C1=C(C=NC=C1)N1CC(CCC1)NC)C